3-Chloro-2'-(3-(2-hydroxypropan-2-yl)-1H-pyrazol-1-yl)-5',6-dimethyl-4-((1-methyl-1H-pyrazol-3-yl)methoxy)-2H-[1,4'-bipyridin]-2-one ClC=1C(N(C(=CC1OCC1=NN(C=C1)C)C)C1=CC(=NC=C1C)N1N=C(C=C1)C(C)(C)O)=O